(S)-7-((3,3-dimethylpiperidin-4-ylidene)methyl)-2-(pent-2-yloxy)imidazo[2,1-f][1,2,4]triazin-4-amine CC1(CNCCC1=CC1=CN=C2C(=NC(=NN21)O[C@@H](C)CCC)N)C